ClC=1C(=NN(C1)C)C1=NC(=NC=C1C(F)(F)F)N[C@@H]1CC[C@H](CC1)N(C(OCC(C)(F)F)=O)C1=NC=C(C=C1)C=1C=NC(=NC1)OC 2,2-difluoropropyl (trans-4-((4-(4-chloro-1-methyl-1H-pyrazol-3-yl)-5-(trifluoromethyl)pyrimidin-2-yl)amino)cyclohexyl)(5-(2-methoxypyrimidin-5-yl)pyridin-2-yl)carbamate